C(C)(C)OC1=CC=C2C(=NC(=NC2=C1)NC=1N=CN(C1)C1=CC(=C(C(=C1)OC)OC)OC)N1[C@H](CCC1)CO (R)-(1-(7-isopropoxy-2-((1-(3,4,5-trimethoxyphenyl)-1H-imidazol-4-yl)amino)quinazolin-4-yl)pyrrolidin-2-yl)methanol